1,7-diazaspiro[3.5]nonane-7-formic acid tert-butyl ester oxalate C(C(=O)O)(=O)O.C(C)(C)(C)OC(=O)N1CCC2(CCN2)CC1